4-((4-(1,1-difluoroethyl)-1-((4-hydroxy-2,6-dimethyl-pyrimidin-5-yl)methyl)-6-oxo-1,6-dihydropyrimidin-5-yl)oxy)-3-methyl-5-(trifluoromethyl)benzonitrile FC(C)(F)C=1N=CN(C(C1OC1=C(C=C(C#N)C=C1C(F)(F)F)C)=O)CC=1C(=NC(=NC1C)C)O